methoxyazophenol COC=1C(=C(C=CC1)O)N=NC1=C(C=CC=C1)O